C(C)OC(\C=C\C=1NC(C=CC1)=O)=O (E)-3-(6-oxo-1H-pyridin-2-yl)prop-2-enoic acid ethyl ester